(R)-3-(4-amino-6-methylpyrido[3,2-d]pyrimidin-8-yl)-2,4-dimethylphenol NC=1C2=C(N=CN1)C(=CC(=N2)C)C=2C(=C(C=CC2C)O)C